3-(4-bromo-3-chlorobenzyl)-2-methoxyquinoline BrC1=C(C=C(CC=2C(=NC3=CC=CC=C3C2)OC)C=C1)Cl